ClC=1C=C(C=CC1F)NC(=O)C1=C(N=CN1C)C1CC2CC(CC2C1)(C1=NN(N=C1C(C)(C)O)C)O N-(3-chloro-4-fluorophenyl)-4-(5-hydroxy-5-(5-(2-hydroxypropan-2-yl)-2-methyl-2H-1,2,3-triazol-4-yl)octahydropentalen-2-yl)-1-methyl-1H-imidazole-5-carboxamide